[2-[5-(3-Chloropyrazol-1-yl)-3-ethylsulfonyl-2-pyridyl]-1,3-benzoxazol-5-yl]ethyliminooxo(trifluoromethyl)-λ6-sulfan ClC1=NN(C=C1)C=1C=C(C(=NC1)C=1OC2=C(N1)C=C(C=C2)CCN=S(C(F)(F)F)=O)S(=O)(=O)CC